CN(C(C=C)=O)C1=C(C=CC=C1)C#N N-methyl-N-(2-cyanophenyl)acrylamide